Diisopropylamin C(C)(C)NC(C)C